COC(C=C)=O.COC(C(=C)C)=O.C(C=C)(=O)OCCCC n-Butyl acrylate Methyl-methacrylate Methyl-acrylate